thiochroman 1,1-dioxide S1(CCCC2=CC=CC=C12)(=O)=O